6-(cyclopropylmethoxy)-2-(1-((3-fluoroazetidin-3-yl)methyl)piperidin-4-yl)-N-(pyrazolo[1,5-a]pyrimidin-3-yl)-2H-indazole-5-carboxamide C1(CC1)COC=1C(=CC2=CN(N=C2C1)C1CCN(CC1)CC1(CNC1)F)C(=O)NC=1C=NN2C1N=CC=C2